C(C1=CC=CC=C1)OC1=C(C=C(C(=C1)OCC1=CC=CC=C1)C(C)C)C1=C(C(=NO1)C(=O)O)C1=CC=C(C=C1)CN1CCOCC1 5-[2,4-bis(Benzyloxy)-5-(propan-2-yl)phenyl]-4-{4-[(morpholin-4-yl)methyl]phenyl}-1,2-oxazole-3-carboxylic acid